8-(morpholin-4-yl)-2-(trifluoromethyl)imidazo[1,2-b]Pyridazine-7-carboxylic acid ethyl ester C(C)OC(=O)C1=C(C=2N(N=C1)C=C(N2)C(F)(F)F)N2CCOCC2